C(CCCCCCCC)(=O)OC[C@@H](OC(CCCCCCCC)=O)CO 1,2-dinonoyl-sn-glycerol